(E,Z,Z)-4,6,9-Nonadecatriene CCC\C=C\C=C/C\C=C/CCCCCCCCC